N-(5-(5-amino-1H-pyrazol-1-yl)-1,3,4-thiadiazol-2-yl)-4-(3-cyanopyridin-2-yl)-3-(2-methoxyethoxy)-2-oxo-2H-pyran-6-carboxamide NC1=CC=NN1C1=NN=C(S1)NC(=O)C1=CC(=C(C(O1)=O)OCCOC)C1=NC=CC=C1C#N